[Na].[Na].[Na].P1(OC(CCC(=O)O1)=O)=O Succinyl phosphonate trisodium salt